N-[2-amino-5-(2-thienyl)phenyl]-4-(methylsulfonyl)benzamide NC1=C(C=C(C=C1)C=1SC=CC1)NC(C1=CC=C(C=C1)S(=O)(=O)C)=O